ClC=1C=NC(=C(C(=O)NC2CCC(CC2)CN2C(C(C3=CC=C(C=C23)OC(F)(F)F)(O)C2=NC=C(C=C2)F)=O)C1)C(F)F 5-chloro-2-(difluoromethyl)-N-((1r,4r)-4-((3-(5-fluoropyridin-2-yl)-3-hydroxy-2-oxo-6-(trifluoromethoxy)indolin-1-yl)methyl)cyclohexyl)nicotinamide